P(=O)(O)(O)O.ClC=1C=C2C=NN=C(C2=CC1)NC=1C=NC(=C(C1)OC)N1C=NC(=C1C)C 6-chloro-N-(6-(4,5-dimethyl-1H-imidazol-1-yl)-5-methoxypyridin-3-yl)phthalazin-1-amine phosphate